C1(=CC=CC=C1)S(=O)(=O)O.C(CCC)=O 1-butanone benzenesulfonate